1-Aminoethylboric acid NC(C)OB(O)O